S1C(=NC2=C1C=CC=C2)CCCC(=O)NOC 4-(benzo[d]thiazol-2-yl)-N-methoxybutyramide